NC1=NC(=C2N=CN(C2=N1)CCO)Cl 2-(2-amino-6-chloro-9H-purin-9-yl)ethanol